[6-(5-chloro-2-fluorophenyl)-3-methoxypyridazin-4-yl]-1,3-benzothiazol-6-amine ClC=1C=CC(=C(C1)C1=CC(=C(N=N1)OC)C=1SC2=C(N1)C=CC(=C2)N)F